FC1=CC=C(CN(C(=O)NCC2=CC=C(C=C2)OCC(C)C)C[C@@H]2N(CCC2)C)C=C1 (R)-1-(4-fluorobenzyl)-3-(4-isobutoxyphenylmethyl)-1-((1-methylpyrrolidin-2-yl)methyl)urea